O1C=COC=C1 1,4-Dioxin